O(C1=CC=CC=C1)C1=CC=C(OC2=NC=NC3=CC=C4C(=C23)OCCN4C(C=C)=O)C=C1 1-(10-(4-phenoxyphenoxy)-2,3-dihydro-4H-[1,4]oxazino[2,3-f]quinazolin-4-yl)prop-2-en-1-one